2-bromo-3-methylimidazo[1,2-a]pyridine-7-carboxylic acid ethyl ester C(C)OC(=O)C1=CC=2N(C=C1)C(=C(N2)Br)C